(3S,4R)-1-[4-({5-cyclopropyl-8-[3-(methanesulfonylmeth-yl)azetidin-1-yl]isoquinolin-3-yl}amino)pyrimidin-2-yl]-3-fluoro-3-methylpiperidin-4-ol C1(CC1)C1=C2C=C(N=CC2=C(C=C1)N1CC(C1)CS(=O)(=O)C)NC1=NC(=NC=C1)N1C[C@]([C@@H](CC1)O)(C)F